BrC1=C(CN2N=C(N=N2)C2=CC=CC(=N2)[C@@](CS(=O)(=O)N)(C)O)C(=CC=C1)F (R)-2-(6-(2-(2-bromo-6-fluorobenzyl)-2H-tetrazol-5-yl)pyridin-2-yl)-2-hydroxypropane-1-sulfonamide